(R)-(4-chloro-2,5-difluorophenyl)(cyclopropyl)methylamine hydrochloride Cl.ClC1=CC(=C(C=C1F)NCC1CC1)F